O1COC2=C1C=CC(=C2)\C=C\C(C(C)(C)C)=O (E)-1-(benzo[d][1,3]dioxol-5-yl)-4,4-dimethyl-1-penten-3-one